C(C)OC=1C=CC(=C(C1)C1=NN(C=2C[C@@H](CCC12)C(=O)NC1(CCS(CC1)(=O)=O)C)C(C)C)F (R)-3-(5-ethoxy-2-fluorophenyl)-1-isopropyl-N-(4-methyl-1,1-dioxidotetrahydro-2H-thiopyran-4-yl)-4,5,6,7-tetrahydro-1H-indazole-6-carboxamide